2-(4-chloro-1-isopropyl-1H-pyrazol-5-yl)-4-(3-(2-hydroxyethoxy)-4-(1-isopropyl-4-(trifluoromethyl)-1H-imidazol-2-yl)benzyl)-6,7-dihydro-[1,2,4]triazolo[1,5-a]pyrimidin-5(4H)-one ClC=1C=NN(C1C1=NN2C(N(C(CC2)=O)CC2=CC(=C(C=C2)C=2N(C=C(N2)C(F)(F)F)C(C)C)OCCO)=N1)C(C)C